CC(C(C(F)(F)F)NC1=CC(=C2C(N1)=NC=N2)N)C N5-[2-methyl-1-(trifluoromethyl)propyl]imidazo[4,5-b]pyridine-5,7-diamine